3'-O-benzylthymidine C(C1=CC=CC=C1)O[C@H]1C[C@@H](O[C@@H]1CO)N1C(=O)NC(=O)C(C)=C1